(R)-2-(2-bromo-4-fluoro-5-methoxyphenylsulfonylamino)-1-(tert-butylamino)-3-methylbutane BrC1=C(C=C(C(=C1)F)OC)S(=O)(=O)N[C@@H](CNC(C)(C)C)C(C)C